(S)-1-(8,9-dihydro-6H-[1,3]dioxolo[4,5]isochromen-6-yl)-N-methylmethanamine O1COC=2C=CC=3[C@H](COCC3C21)CNC